N-[4-(1,3-dimethyl-1H-pyrazol-4-yl)-3-sulfamoylphenyl]-2-(2-fluorophenyl)acetamide CN1N=C(C(=C1)C1=C(C=C(C=C1)NC(CC1=C(C=CC=C1)F)=O)S(N)(=O)=O)C